FC1=CC=C(C=C1)NC(=S)C=1C(N(CC(C1O)(C1=CC=C(C=C1)C(F)(F)F)C)C)=O N-(4-fluorophenyl)-4-hydroxy-1,5-dimethyl-2-oxo-5-(4-(trifluoromethyl)phenyl)-1,2,5,6-Tetrahydropyridine-3-carbothioamide